6-amino-7-(4-bromophenyl)-9-[(4S)-3,3-difluoro-[1,4'-bipiperidin]-4-yl]purin-8-one hydrochloride Cl.NC1=C2N(C(N(C2=NC=N1)[C@@H]1C(CN(CC1)C1CCNCC1)(F)F)=O)C1=CC=C(C=C1)Br